[Cl-].ClCC(C[N+](C)(C)C)O L-3-chloro-2-hydroxypropyl-trimethylammonium chloride